4-methyl-2-methylsulfanyl-1H-pyrimidin-6-one CC=1N=C(NC(C1)=O)SC